ClC1=CC(=C(C(=N1)NCC=1C=C2C=CC=NC2=CC1)[N+](=O)[O-])NC(OC(C)(C)C)=O tert-Butyl 6-chloro-3-nitro-2-(quinolin-6-ylmethylamino)pyridin-4-ylcarbamate